C(C)OC(=O)C1=NC=C(C=C1C(=O)OCC)CBr 5-bromomethylpyridine-2,3-dicarboxylic acid diethyl ester